bis(methylene)dipentaerythritol C=C(OC(C(CO)(CO)CO)=C)C(CO)(CO)CO